(2-trifluoromethoxyphenyl)-5-cyclopropylisoxazole-4-carboxylic acid methyl ester COC(=O)C=1C(=NOC1C1CC1)C1=C(C=CC=C1)OC(F)(F)F